tert-butyl (2S)-4-{[2-(2,6-dioxopiperidin-3-yl)-1-oxo-2,3-dihydro-1H-isoindol-5-yl]methyl}-2-methylpiperazine-1-carboxylate O=C1NC(CCC1N1C(C2=CC=C(C=C2C1)CN1C[C@@H](N(CC1)C(=O)OC(C)(C)C)C)=O)=O